2-[(5'S,7a'R)-5'-(3-fluorophenyl)-3'-oxotetrahydro-1H,3'H-spiro[piperidine-4,2'-pyrrolo[2,1-b][1,3]oxazol]-1-yl]pyridine-4-carbonitrile FC=1C=C(C=CC1)[C@@H]1CC[C@H]2OC3(C(N21)=O)CCN(CC3)C3=NC=CC(=C3)C#N